1,6-dimethyl-5-nitroisoquinoline CC1=NC=CC2=C(C(=CC=C12)C)[N+](=O)[O-]